ClC=1C=CC=2N(C1)N=CC2C(=O)NC2=C(C=C(C(=C2)B2OC(C(O2)(C)C)(C)C)F)C 6-chloro-N-[4-fluoro-2-methyl-5-(4,4,5,5-tetramethyl-1,3,2-dioxaborolan-2-yl)phenyl]pyrazolo[1,5-a]pyridine-3-carboxamide